BrC1=C(C(=CC(=C1)C(C(F)(F)F)(C(F)(F)F)F)C(F)(F)F)NC(C1=C(C(=CC=C1)N(C(C1=CC=C(C=C1)S(=O)(=O)C)=O)C(C)C1CC1)F)=O N-(2-Bromo-4-(perfluoropropan-2-yl)-6-(trifluoromethyl)phenyl)-3-(N-(1-cyclopropylethyl)-4-(methylsulfonyl)benzamido)-2-fluorobenzamid